C(#C)C1=C2C(=CC(=CC2=CC=C1F)C(C#N)(C)C)C1=C(C=2N=C(N=C(C2C=N1)N(C[C@H]1NCCC1)C)N1CCN(CC1)C)F (S)-2-(5-ethynyl-6-fluoro-4-(8-fluoro-4-(methyl(pyrrolidin-2-ylmethyl)amino)-2-(4-methylpiperazin-1-yl)pyrido[4,3-d]pyrimidin-7-yl)naphthalen-2-yl)-2-methylpropanenitrile